FC(C(=O)O)(F)F.N1CCC(CC1)C1=NC(=NC=C1C(F)(F)F)N (piperidin-4-yl)-5-(trifluoromethyl)pyrimidin-2-amine trifluoroacetate